C(=O)O.NC=1C=C(C=C(C1)C(F)(F)F)[C@@H](C)NC1=NC(=NC2=CC=C(C=C12)C1=CC(=C(C=C1)CC=1SC=CN1)OC)C (R)-N-(1-(3-amino-5-(trifluoromethyl)phenyl)ethyl)-6-(3-methoxy-4-(thiazol-2-ylmethyl)phenyl)-2-methylquinazolin-4-amine formate